C1(=CC=CC=C1)C1=CC=C(C=C1)[PH2]=O 4-phenylphenylphosphine oxide